tert-butyl 4-[1-[(4-chloro-2-fluoro-phenyl)methoxy]pyrazol-3-yl]piperidine-1-carboxylate ClC1=CC(=C(C=C1)CON1N=C(C=C1)C1CCN(CC1)C(=O)OC(C)(C)C)F